4-(4-methoxyphenyl)-7,7-dimethyl-4,6,7,8-tetrahydro-2H-chromene-2,5(3H)-dione COC1=CC=C(C=C1)C1CC(OC=2CC(CC(C12)=O)(C)C)=O